dimethyl-thiocarbamic acid O-(4-(4-(1H-1,2,3-triazol-1-yl) butyl) phenyl) ester N1(N=NC=C1)CCCCC1=CC=C(C=C1)OC(N(C)C)=S